7-oxabicyclo[2.2.1]heptene C12=CCC(CC1)O2